(4-(2-(trifluoromethyl)quinoline-4-yl)piperazin-1-yl)methanone FC(C1=NC2=CC=CC=C2C(=C1)N1CCN(CC1)C=O)(F)F